CC1=C(C(=CC(=C1)C)C)N1C(N(CC1)C1=C(C=C(C=C1C)C)C)=[Ru](=CC1=C(C=CC(=C1)S(N(C)C)(=O)=O)OC(C)C)(Cl)Cl [1,3-bis(2,4,6-trimethylphenyl)imidazolidin-2-ylidene]dichloro{[5-(dimethylsulfamoyl)-2-(propan-2-yloxy)phenyl]methylidene}ruthenium